3-CHLORO-4-FLUOROPHENYLISOCYANIDE ClC=1C=C(C=CC1F)[N+]#[C-]